1-(2,2-difluorobenzo[d][1,3]dioxol-5-yl)cyclopropanecarboxamide FC1(OC2=C(O1)C=CC(=C2)C2(CC2)C(=O)N)F